NC1=NC=CC=C1S(=O)(=O)NC(=O)C=1C(=NC(=CC1)C1=CC2=CC=C(C=C2C=C1)O)N1C(C[C@@H](C1)C)(C)C N-[(2-Amino-3-pyridyl)sulfonyl]-6-(6-hydroxy-2-naphthyl)-2-[(4S)-2,2,4-trimethylpyrrolidin-1-yl]pyridin-3-carboxamid